4-[(3S)-3-amino-3-methylpyrrolidin-1-yl]-6-cyano-5-(3,5-difluorophenyl)-N-(2,2,2-trifluoroethyl)pyridine-3-carboxamide N[C@@]1(CN(CC1)C1=C(C=NC(=C1C1=CC(=CC(=C1)F)F)C#N)C(=O)NCC(F)(F)F)C